FC1(C(N(C2=CC=CC=C12)C)=O)C=1C(N(C2=CC=CC=C2N1)CCC)=O 3-(3-fluoro-1-methyl-2-oxoindol-3-yl)-1-propylquinoxalin-2(1H)-one